[Co](O)O Cobalt (II) hydroxid